Vinyl-pyridinium C(=C)[N+]1=CC=CC=C1